CC1=C(N)C=C(C=C1)OC(F)(F)F 2-methyl-5-(trifluoromethoxy)aniline